CC(C(=O)OC)(C=C)C methyl 2,2-dimethyl-3-butenoate